pentamethylcyclopentadienyl(1-methyl-benz[f]indenyl)hafnium CC1=C(C(=C(C1([Hf]C=1CC=2C=C3C(=CC2C1C)C=CC=C3)C)C)C)C